α,α,3,5-tetrafluoro-4-pyridinepropionic acid FC(C(=O)O)(CC1=C(C=NC=C1F)F)F